N-[(6-Amino-2-pyridyl)sulfonyl]-2-(cyclohexoxy)-6-(3-fluoro-5-isobutoxyphenyl)pyridin-3-carboxamid NC1=CC=CC(=N1)S(=O)(=O)NC(=O)C=1C(=NC(=CC1)C1=CC(=CC(=C1)OCC(C)C)F)OC1CCCCC1